2-CHLORO-5-METHYLCYCLOHEX-1-ENE-1-CARBALDEHYDE ClC1=C(CC(CC1)C)C=O